2,4-dichlorofluorobenzene FC1C=CC(Cl)=CC=1Cl